2-methoxy-4-(morpholinosulfonyl)aniline COC1=C(N)C=CC(=C1)S(=O)(=O)N1CCOCC1